5-methyl-6,7-dihydro-5H-pyrrolo[1,2-a]imidazole CC1CCC=2N1C=CN2